(2R)-2-amino-3-(pyrazin-2-yl)propionic acid methyl ester hydrochloride Cl.COC([C@@H](CC1=NC=CN=C1)N)=O